(2R,3S)-3-(S-tert-butylsulfonamido)-bicyclo[2.2.2]octane-2-carboxylate C(C)(C)(C)S(=O)(=O)N[C@@H]1[C@@H](C2CCC1CC2)C(=O)[O-]